nitryl fluoride [N+](=O)([O-])F